5-methyl-4,5-dihydro-1,2-oxazole-5-carboxylate CC1(CC=NO1)C(=O)[O-]